COC1=C(C=O)C=CC(=C1CC)C=O 2-methoxy-3-ethylterephthalaldehyde